methyl 2-bromo-6-methoxy-5-morpholinonicotinate BrC1=C(C(=O)OC)C=C(C(=N1)OC)N1CCOCC1